FC1=CC=C(CC2=CC3=C(OC[C@@H](N3)C)N=C2NC(CCOC)=O)C=C1 (S)-N-(7-(4-fluorobenzyl)-2-methyl-2,3-dihydro-1H-pyrido[2,3-b][1,4]oxazin-6-yl)-3-methoxypropanamide